BrC=1C(=CC(=C(\C=N/[S@](=O)C(C)(C)C)C1)F)C (R,Z)-N-(5-Bromo-2-fluoro-4-methylbenzylidene)-2-methylpropane-2-sulfinamide